BrC1=CC=CC=2C=C(OC21)C(=O)N2CCNCC2 (7-bromobenzofuran-2-yl)(piperazin-1-yl)methanone